(1R,3S,4R)-5-(benzyloxy)-2-(2,2-diphenylacetyl)-2-azabicyclo[2.2.2]octane-3-carboxylic acid C(C1=CC=CC=C1)OC1[C@H]2[C@H](N([C@@H](C1)CC2)C(C(C2=CC=CC=C2)C2=CC=CC=C2)=O)C(=O)O